C(CCC)NC(NC1CCC2(CN(C2)C(=O)OC(C)(C)C)CC1)=O tert-Butyl 7-(3-butylureido)-2-azaspiro[3.5]nonane-2-carboxylate